C(C)(C)(C)OC(=O)C1=C(C=CC(=N1)N1CC2=C(C=CC=C2CC1)C(=O)OC)C=1C=NN(C1C)CC12CC3(CC(CC(C1)(C3)C)(C2)C)OCCO methyl 2-(6-(tert-Butoxycarbonyl)-5-(1-((3-(2-hydroxyethoxy)-5,7-dimethyladamantan-1-yl) methyl)-5-methyl-1H-pyrazol-4-yl) pyridin-2-yl)-1,2,3,4-tetrahydroisoquinoline-8-carboxylate